N-((2-chloro-5-nitrophenyl)carbamothioyl)adamantane-1-carboxamide ClC1=C(C=C(C=C1)[N+](=O)[O-])NC(=S)NC(=O)C12CC3CC(CC(C1)C3)C2